2-(2-methoxy-4-nitrophenyl)-3-(4-nitrophenyl)(2,4-disulfophenyl)-2H-tetrazolium, monosodium salt [Na+].COC1=C(C=CC(=C1)[N+](=O)[O-])N1[NH+](C=NN1C1=CC=C(C=C1)[N+](=O)[O-])C1=C(C=C(C=C1)S(=O)(=O)O)S(=O)(=O)O